5-(2,3-Dihydro-1-benzofuran-5-yl)-1H-imidazol O1CCC2=C1C=CC(=C2)C2=CN=CN2